2-chloro-3-(1-(4-fluorophenyl)vinyl)pyrazine ClC1=NC=CN=C1C(=C)C1=CC=C(C=C1)F